NC1=NC(N(C=C1)[C@H]1[C@]([C@@H]([C@H](O1)CO)OC([C@H](C(C)C)N)=O)(C)O)=O [(2R,3R,4R,5R)-5-(4-amino-2-oxopyrimidin-1-yl)-4-hydroxy-2-(hydroxymethyl)-4-methyloxolan-3-yl](2S)-2-amino-3-methylbutanoate